[C@@H]([C@H](C(=O)[O-])O)(C(=O)[O-])O (+)-TARTRATE